N-[1-methyl-3-(4,4,5,5-tetramethyl-1,3,2-dioxaborinane-2-yl)-1H-pyrrolo[2,3-c]pyridin-5-yl]acetamide CN1C=C(C=2C1=CN=C(C2)NC(C)=O)B2OCC(C(O2)(C)C)(C)C